C(#N)C=1C=C(C=CC1)C1=CC(=NC(=N1)NCC(=O)O)C=1N=NN(C1)CC1=NC(=CC=C1)C1(CCCC1)O [6-(m-cyanophenyl)-4-(1-{[6-(1-hydroxycyclopentyl)-2-pyridinyl]methyl}-1H-1,2,3-triazol-4-yl)-2-pyrimidinylamino]acetic acid